(E)-tert-butyl 4-(2-(6-bromopyridin-3-yl)hydrazono)-2-oxopyrrolidine-1-carboxylate BrC1=CC=C(C=N1)N\N=C\1/CC(N(C1)C(=O)OC(C)(C)C)=O